phenyl-(diphenyltriazinyl)(pyridinyl)(phenyldibenzoselenophenyl)benzene C1(=CC=CC=C1)C1=C(C(=C(C=C1)C1=C(C=CC=2[Se]C3=C(C21)C=CC=C3)C3=CC=CC=C3)C3=NC=CC=C3)C3=NN=NC(=C3C3=CC=CC=C3)C3=CC=CC=C3